4-methoxy-6-(8-methyl-2,8-diazaspiro[3.4]octan-2-yl)-N-[4-(4,5,6,7-tetrahydropyrazolo[1,5-a]pyridin-3-yl)pyrimidin-2-yl]benzene-1,3-diamine COC1=C(C=C(C(=C1)N1CC2(C1)CCCN2C)NC2=NC=CC(=N2)C=2C=NN1C2CCCC1)N